COC1(C(C=CC=C1)CC(=O)C1=CC=CC=C1)OC 2,2-dimethoxy-phenyl-acetophenone